ClCOC(=O)N1C2=C(N=C3C(=C1N1CCN(CC1)C)C=C(S3)C)C=CC=C2 chloromethyl-2-methyl-4-(4-methylpiperazin-1-yl)-5H-benzo[b]thieno[2,3-e][1,4]diazepine-5-carboxylate